BrC=1C=C(C=CC1Cl)N1C2=CC=C(C=C2C=2C=C(C=CC12)C1=C(C=CC=C1)C)C1=C(C=CC=C1)C 9-(3-bromo-4-chlorophenyl)-3,6-di-o-tolyl-9H-carbazole